Vinyl Acetat C(C)(=O)OC=C